2-{3-[(2R,6S)-2,6-Dimethylmorpholin-4-carbonyl]-5,6-dihydrocyclopenta[c]pyrazol-1(4H)-yl}-1-[4-(2,3-dimethylphenyl)piperazin-1-yl]ethan-1-on C[C@@H]1CN(C[C@@H](O1)C)C(=O)C=1C2=C(N(N1)CC(=O)N1CCN(CC1)C1=C(C(=CC=C1)C)C)CCC2